C(#N)CCN1C(=NC=C1)C(=O)O 1-(2-cyanoethyl)-1H-imidazole-2-carboxylic acid